C[Si](N1C=CN(C=C1)[Si](C)(C)C)(C)C 1,4-bis-trimethylsilyl-1,4-dihydropyrazine